9-(1-((6-chloro-2-(1-methyl-1H-1,2,4-triazol-3-yl)pyridin-3-yl)amino)ethyl)-3-(1-(2-hydroxy-2-methylpropyl)piperidin-4-yl)-4,7-dimethyl-3,4-dihydro-5H-pyrazolo[3,4-c]isoquinolin-5-one ClC1=CC=C(C(=N1)C1=NN(C=N1)C)NC(C)C=1C=2C3=C(N(C(C2C=C(C1)C)=O)C)N(N=C3)C3CCN(CC3)CC(C)(C)O